6-bromo-2-chloro-11H-dibenzo[b,e][1,4]dioxepin BrC1=CC=CC=2OCC3=C(OC21)C=CC(=C3)Cl